8-hydroxy-5,11-dihydro-10H-dibenzo[b,f]azepin-10-one OC=1C=CC2=C(C(CC3=C(N2)C=CC=C3)=O)C1